CC=1CCC(C(C1)C=1C(=CC=CC1O)O)C(=C)C 5'-methyl-2'-(prop-1-en-2-yl)-1',2',3',4'-tetrahydro-[1,1'-Biphenyl]-2,6-diol